N-(4-aminobutyl)-4-(7H-pyrrolo[2,3-d]pyrimidin-4-yl)-3,4-dihydro-2H-1,4-thiazine-6-carboxamide NCCCCNC(=O)C1=CN(CCS1)C=1C2=C(N=CN1)NC=C2